4-(cyclopentylamino)-2-((4-(3,5-dimethylisoxazol-4-yl)-5-fluoro-2-methoxyphenyl)amino)-7H-pyrrolo[2,3-d]pyrimidine-5-carbonitrile C1(CCCC1)NC=1C2=C(N=C(N1)NC1=C(C=C(C(=C1)F)C=1C(=NOC1C)C)OC)NC=C2C#N